C(C)(C)(C)OC(=O)N1CCC2(CC1)CC=1C(=C(N=CC1)Cl)O2 7-Chloro-3H-spiro[furo[2,3-c]pyridine-2,4'-piperidine]-1'-carboxylic acid tert-butyl ester